C(C)(C)C1=C(C(=CC=C1)C(C)C)N1N(NC(=C1)C1=C(C=CC=C1C(C)C)C(C)C)C1=C(C=CC=C1C(C)C)C(C)C 1,2,4-tri(2,6-diisopropylphenyl)-1,2,3-triazole